COC(C1=C(C(=CC=C1)C)C1=NC=C(C=N1)F)=O 2-(5-Fluoropyrimidin-2-yl)-3-methylbenzoic acid methyl ester